ClC1=C(C2=C(C(N3[C@@H](CO2)CN(CC3)C(=O)OC(C)(C)C)=O)C(=N1)N1CCS(CC1)(=O)=O)Cl tert-Butyl (R)-3,4-dichloro-1-(1,1-dioxidothiomorpholino)-12-oxo-6a,7,9,10-tetrahydro-12H-pyrazino[2,1-c]pyrido[3,4-f][1,4]oxazepine-8(6H)-carboxylate